C[N+]1(C(CCCC1C)C)C N,N-dimethyl-2,6-dimethyl-piperidinium